[Br-].C(C(C)C)C=1NC=C[N+]1C i-butyl-3-methylimidazolium bromide